FC(C1=CC=C(C=C1)C=1C=2N(C=C(N1)CC(=O)O)C=CN2)(F)F 2-(8-(4-(trifluoromethyl)phenyl)imidazo[1,2-a]pyrazin-6-yl)acetic acid